N-isopropyl-8-methyl-5-[4-(trifluoromethyl)phenyl]naphthalene-2-carboxamide C(C)(C)NC(=O)C1=CC2=C(C=CC(=C2C=C1)C1=CC=C(C=C1)C(F)(F)F)C